C1(=CC=CC=C1)S(=O)(=O)C(C(=O)O)CCC 2-benzenesulfonyl-pentanoic acid